n-pentyltriphenylphenylmethyl-phosphonium bromide [Br-].C(CCCC)C(C1=CC=CC=C1)[P+](C1=CC=CC=C1)(C1=CC=CC=C1)C1=CC=CC=C1